tert-butyl (2-(bis(3-(4-(4-((2-((S)-2-cyano-4,4-difluoropyrrolidin-1-yl)-2-oxoethyl)carbamoyl)quinolin-6-yl)phenoxy)propyl)amino)-2-oxoethyl)carbamate C(#N)[C@H]1N(CC(C1)(F)F)C(CNC(=O)C1=CC=NC2=CC=C(C=C12)C1=CC=C(OCCCN(C(CNC(OC(C)(C)C)=O)=O)CCCOC2=CC=C(C=C2)C=2C=C3C(=CC=NC3=CC2)C(NCC(N2[C@@H](CC(C2)(F)F)C#N)=O)=O)C=C1)=O